C(#N)N[S@](=O)(=NC(NC1=C2CCC2=CC=2CCC12)=O)C1=CN=C(S1)C(C)(C)O (R)-N-cyano-2-(2-hydroxypropan-2-yl)-N'-(tricyclo[6.2.0.03,6]deca-1,3(6),7-trien-2-ylcarbamoyl)thiazole-5-sulfonimidamide